BrC1=C2C[C@H](N(C2=CC=C1)C(=O)OC(C)(C)C)CO[Si](C)(C)C(C)(C)C tert-butyl (S)-4-bromo-2-(((tert-butyldimethylsilyl)oxy)methyl)indoline-1-carboxylate